di[(4-methoxyphenyl) methyl] diselenide COC1=CC=C(C=C1)C[Se][Se]CC1=CC=C(C=C1)OC